C(C=C)(=O)O.[N+](=O)([O-])NC1=CC=CC=C1 nitroaniline acrylate